FC1=CC=2CN(C3=NC4=C(C(NCCOC2N=C1)=O)C=NN4C=C3)C(C)C 11-fluoro-14-(propan-2-yl)-6,7,13,14-tetrahydro-1,15-ethenopyrazolo[4,3-f]pyrido[3,2-l][1,4,8,10]oxatriazacyclotridecin-4(5H)-one